N-(6-Bromo-2-ethyl-8-methyl-imidazo[1,2-a]pyridin-3-yl)-N-ethyl-formamide BrC=1C=C(C=2N(C1)C(=C(N2)CC)N(C=O)CC)C